(R)-4-(1-(1-((1-(3-cyano-2-methylphenyl)ethyl)amino)-4-methylpyrido[3,4-d]pyridazin-7-yl)piperidine-4-carbonyl)piperidine-1-carboxylic acid tert-butyl ester C(C)(C)(C)OC(=O)N1CCC(CC1)C(=O)C1CCN(CC1)C1=CC=2C(=C(N=NC2N[C@H](C)C2=C(C(=CC=C2)C#N)C)C)C=N1